methyl 6-chloro-4-hydrazinopyridazine-3-carboxylate ClC1=CC(=C(N=N1)C(=O)OC)NN